ClC1=C(C(=NN1CC)C1=NOC=C1)CC(=O)NCC1CN(CCC1)CCC(C)(C)C 2-(5-Chloro-1-ethyl-3-(isoxazol-3-yl)-1H-pyrazol-4-yl)-N-((1-(3,3-dimethylbutyl)piperidin-3-yl)methyl)acetamide